N-(4-{4-amino-7-[1-(2-hydroxyethyl)piperidin-4-yl]pyrrolo[2,1-f][1,2,4]triazin-5-yl}phenyl)-1-(4-fluorophenyl)-2-oxo-1,2-dihydropyridine-3-carboxamide NC1=NC=NN2C1=C(C=C2C2CCN(CC2)CCO)C2=CC=C(C=C2)NC(=O)C=2C(N(C=CC2)C2=CC=C(C=C2)F)=O